(5-Chloro-2-isopropyl-4-methoxy-phenyl)-(2,4-diamino-pyrimidin-5-yl)-methanol ClC=1C(=CC(=C(C1)C(O)C=1C(=NC(=NC1)N)N)C(C)C)OC